(5-(5-(benzyloxy)pyridin-2-yl)-1-methyl-1H-imidazol-2-yl)-N,N-dimethylmethylamine C(C1=CC=CC=C1)OC=1C=CC(=NC1)C1=CN=C(N1C)CN(C)C